P(=O)(OC)(OC1=C(C=CC=C1)Cl)OCC(COCCCCCCCCCCCCCCCCCC)OCC1=C(C=C(C=C1)C#N)OC methyl (2-chlorophenyl) (2-((4-cyano-2-methoxybenzyl)oxy)-3-(octadecyloxy)propyl) phosphate